N-((2-(6-(difluoromethoxy)pyridin-2-yl)-1,6-naphthyridin-7-yl)methyl)-3-((fluoromethyl)sulfonyl)benzofuran-5-carboxamide FC(OC1=CC=CC(=N1)C1=NC2=CC(=NC=C2C=C1)CNC(=O)C=1C=CC2=C(C(=CO2)S(=O)(=O)CF)C1)F